N,N-dimethyl-L-valine CN([C@@H](C(C)C)C(=O)O)C